6-(6-(Benzyloxy)-2-morpholino-9H-purin-9-yl)nicotinonitrile C(C1=CC=CC=C1)OC1=C2N=CN(C2=NC(=N1)N1CCOCC1)C1=NC=C(C#N)C=C1